4,5-dibromo-2-[(4-methoxyphenyl)methyl]pyridazin-3-one AMINOCYCLOHEXANECARBOXYLATE NC1(CCCCC1)C(=O)O.BrC=1C(N(N=CC1Br)CC1=CC=C(C=C1)OC)=O